C1(CC1)C[C@H]1CNC(N1C)=O (5S)-5-(cyclopropylmethyl)-1-methylimidazolidin-2-one